O1CCN(CC1)C1=CC(=NC=2N1N=C(C2)C2=CC=NC=C2)N2N=C(C=C2)C2(CC2)CO (1-(1-(7-morpholino-2-(pyridin-4-yl)pyrazolo[1,5-a]pyrimidin-5-yl)-1H-pyrazol-3-yl)cyclopropyl)methanol